C(C1=CC=CC=C1)S(=O)[O-].[Li+] lithium toluenesulfinate